2-[2-methyl-1-[(4-methylsulfonylphenyl)methyl]pyrrolo[2,3-b]pyridin-3-yl]acetic acid CC1=C(C=2C(=NC=CC2)N1CC1=CC=C(C=C1)S(=O)(=O)C)CC(=O)O